2-[3,5-dichloro-4-[(5-isopropyl-6-oxo-1H-pyridazin-3-yl)oxy]phenyl]-3,5-diOXO-4H-1,2,4-triazine-6-carbonitrile ClC=1C=C(C=C(C1OC1=NNC(C(=C1)C(C)C)=O)Cl)N1N=C(C(NC1=O)=O)C#N